methacryloylethyl trifluoropropyl-Carboxylate FC(CCC(=O)OCCC(C(=C)C)=O)(F)F